2-[8-chloro-3-(methoxymethoxy)-1-naphthalenyl]-4,4,5,5-tetramethyl-1,3,2-dioxaborolane ClC=1C=CC=C2C=C(C=C(C12)B1OC(C(O1)(C)C)(C)C)OCOC